C(CCSSCCC(=O)OC1=CC=C(C=C1)C(C)(C)C1=CC=C(C=C1)O)(=O)OC1=CC=C(C=C1)C(C)(C)C1=CC=C(C=C1)O bis(4-(2-(4-hydroxyphenyl) propan-2-yl) phenyl) 3,3'-dithiodipropionate